O=C1NC(CCC1N1C(C2=CC=CC(=C2C1=O)NCCCCCCCN1CCC(CC1)NC(OC(C)(C)C)=O)=O)=O tert-butyl (1-(7-((2-(2,6-dioxopiperidin-3-yl)-1,3-dioxoisoindolin-4-yl)amino)heptyl)piperidin-4-yl)carbamate